3-(4-((1'-(2-(4-((5-chloro-4-(4'-fluoro-[1,1'-biphenyl]-3-yl)pyrimidin-2-yl)amino)piperidin-1-yl)-2-oxoethyl)-[1,3'-bipiperidin]-4-yl)oxy)-1-oxoisoindolin-2-yl)piperidine-2,6-dione ClC=1C(=NC(=NC1)NC1CCN(CC1)C(CN1CC(CCC1)N1CCC(CC1)OC1=C2CN(C(C2=CC=C1)=O)C1C(NC(CC1)=O)=O)=O)C=1C=C(C=CC1)C1=CC=C(C=C1)F